1,2-di(hydroxymethyl)benzene OCC1=C(C=CC=C1)CO